C(CCC)C=1N(C2=C(C(=NC=3C=CC=CC23)N)N1)CC1=CC=C(C=C1)CNCCCCCCCCCCCCC 2-butyl-1-(4-((tridecylamino)methyl)benzyl)-1H-imidazo[4,5-c]quinolin-4-amine